COC1=C(C=NC=C1)C1=NC=CC(=N1)N (4-methoxypyridin-3-yl)pyrimidin-4-amine